methyl 1-[[1-(5-bromo-3-pyridyl)-3-(trifluoromethyl)-4,5,6,7-tetrahydroindazol-7-yl]methyl]piperidine-4-carboxylate BrC=1C=C(C=NC1)N1N=C(C=2CCCC(C12)CN1CCC(CC1)C(=O)OC)C(F)(F)F